[Na].[Na].[Na].C(=O)(O)CN([C@@H](C)C(=O)O)CC(=O)O N,N-dicarboxymethyl-alanine trisodium